N1(N=CN=C1)CC1=C2C(=CNC2=CC=C1)CCN(C)C 2-(4-((1H-1,2,4-triazol-1-yl)methyl)-1H-indol-3-yl)-N,N-dimethylethan-1-amine